5-((5-(3-(((1R,3R)-3-aminocyclopentyl)oxy)-6-methylpyridin-2-yl)-1H-pyrazol-3-yl)amino)pyrazine-2-carbonitrile N[C@H]1C[C@@H](CC1)OC=1C(=NC(=CC1)C)C1=CC(=NN1)NC=1N=CC(=NC1)C#N